1-methyl-5-nitro-1H-pyrrol-2-amine CN1C(=CC=C1[N+](=O)[O-])N